OC1=C(C=O)C=CC(=C1)O 2,4-Dihydroxybenzaldehyd